(3-hydroxy-4-methoxyphenyl)(phenylsulfanyl)methanone OC=1C=C(C=CC1OC)C(=O)SC1=CC=CC=C1